C(CCC(=O)N)(=O)OCCC1=CC=C(C=C1)[211At] 4-[211At]astatophenethyl succinamate